3,5-di-tert-butylphenyl-1,10-phenanthroline cobalt dichloride [Co](Cl)Cl.C(C)(C)(C)C=1C=C(C=C(C1)C(C)(C)C)C1=NC2=C3N=CC=CC3=CC=C2C=C1